methyl 4-((tert-butoxycarbonyl)amino)piperidine-4-carboxylate C(C)(C)(C)OC(=O)NC1(CCNCC1)C(=O)OC